C(C)(C)(C)OC(=O)N1C(CC(C1)(F)F)C=1C=C(C(=O)O)C=CC1C 3-(1-(tert-butoxycarbonyl)-4,4-difluoropyrrolidin-2-yl)-4-methylbenzoic acid